1-({2-[(1-methylpiperidin-4-yl)methoxy]naphthalen-1-yl}methyl)naphthalen-2-ol CN1CCC(CC1)COC1=C(C2=CC=CC=C2C=C1)CC1=C(C=CC2=CC=CC=C12)O